C(C1=CC=CO1)O furfuryl alcohol